C(C)(C)(C)OC(N[C@H](C(N1[C@@H](CCC1)C(N[C@@H](CC1=NC=CC=C1)C1=CC=CC=C1)=O)=O)CC=1N=CNC1)=O (S)-3-(1H-imidazol-4-yl)-1-oxo-1-((S)-2-((S)-1-phenyl-2-(pyridin-2-yl)ethylcarbamoyl)pyrrolidin-1-yl)propan-2-ylcarbamic acid tert-butyl ester